FC(C=1C=CC(=NC1)CNC12CC(C1)C2)(F)F N-[[5-(trifluoromethyl)-2-pyridyl]methyl]bicyclo[1.1.1]pentan-1-amine